BrCCOC1=CC(=C(C=C1)C=1C=CC(=NC1)CC(=O)NCC1=C(C=CC=C1)F)Cl 2-(5-(4-(2-bromoethoxy)-2-chlorophenyl)pyridin-2-yl)-N-(2-fluorobenzyl)acetamide